(1-(4-chlorophenyl)ethyl)-1-(4-(pyridin-4-yl)phenyl)pyrrolidin-2-one ClC1=CC=C(C=C1)C(C)C1C(N(CC1)C1=CC=C(C=C1)C1=CC=NC=C1)=O